C12C3C=CC(C2CCCC1)C3 tricyclo[4.4.0.12,5]undecane-3-ene